NC=1C=NN(C1)[C@@H](C1CN(C1)C(=O)OC(C)(C)C)C1=CC=CC=C1 (S)-tert-butyl 3-((4-amino-1H-pyrazol-1-yl)(phenyl)methyl)azetidine-1-carboxylate